N-hydroxy-3,4-dimethoxy-benzamidine ONC(C1=CC(=C(C=C1)OC)OC)=N